4-(6-chloro-3-quinolylamino)-2-[6-(3,3-dimethyl-4-methyl-1-piperazinyl)-5-methoxy-3-pyridylamino]pyrimidine ClC=1C=C2C=C(C=NC2=CC1)NC1=NC(=NC=C1)NC=1C=NC(=C(C1)OC)N1CC(N(CC1)C)(C)C